3-Fluoroquinoline-8-amine FC=1C=NC2=C(C=CC=C2C1)N